propyl-1,4,8-trimethyldihydroazulenide C(CC)C1[C-](C2=C(C=CC=C(C2C1)C)C)C